NC=1N=C(C2=C(N1)NC(=C2)C2=CC=C(C=C2)OC)C=2C(=C(C=CC2)N2C(C1=C(C=C(C=C1C=C2)C2CC2)F)=O)CO 2-{3-[2-amino-6-(4-methoxyphenyl)-7H-pyrrolo[2,3-d]pyrimidin-4-yl]-2-(hydroxymethyl)phenyl}-6-cyclopropyl-8-fluoroisoquinolin-1(2H)-one